(3'r)-5',5'-difluoro-2-oxo[1,3'-bipiperidine]-1'-carboxylic acid 5-chloropyridin-2-yl ester ClC=1C=CC(=NC1)OC(=O)N1C[C@@H](CC(C1)(F)F)N1C(CCCC1)=O